Benzyl (R)-3-(1-(4-phenoxyphenyl)imidazo[1,5-a]pyrazin-3-yl)piperidine-1-carboxylate O(C1=CC=CC=C1)C1=CC=C(C=C1)C=1N=C(N2C1C=NC=C2)[C@H]2CN(CCC2)C(=O)OCC2=CC=CC=C2